(E)-2,4-dibromo-6-(((2-(2-nitrophenyl)-1H-benzo[d]imidazol-5-yl)imino)methyl)benzene-1,3-diol BrC1=C(C(=CC(=C1O)Br)/C=N/C1=CC2=C(NC(=N2)C2=C(C=CC=C2)[N+](=O)[O-])C=C1)O